C(C)C1=C(NC2=C1N=CS2)C=2C=C(C=1N(C2)N=CN1)OC 6-ethyl-5-(8-methoxy-[1,2,4]triazolo[1,5-a]pyridin-6-yl)-4H-pyrrolo[3,2-d]thiazol